1-N-[4-[6-[2-(dimethylamino)ethylcarbamoyl]7-methoxyquinolin-4-yl]oxyphenyl]-1-N'-(4-fluorophenyl)cyclopropane-1,1-dicarboxamide CN(CCNC(=O)C=1C=C2C(=CC=NC2=CC1OC)OC1=CC=C(C=C1)NC(=O)C1(CC1)C(=O)NC1=CC=C(C=C1)F)C